OC(C)(C)C=1C=CC(=NC1)C=1C=NC(=CC1NC1=CC(=CC(=C1)S(=O)(=O)C)OC(C)C)NC(C)=O N-(5-(2-hydroxypropan-2-yl)-4'-((3-isopropoxy-5-(methylsulfonyl)phenyl)amino)-[2,3'-bipyridin]-6'-yl)acetamide